COC1=CC=C2C=CC(N(C2=C1)C)=O 7-methoxy-1-methylquinolin-2(1H)-one